FC(CC[C@@H](C(C(=O)NC)O)NC(OC(C)(C)C)=O)C tert-butyl ((3S)-6-fluoro-2-hydroxy-1-(methylamino)-1-oxoheptan-3-yl)carbamate